(R)-3-Amino-4-cyclopropyl-6-(4-fluoro-3-(5-(3-hydroxy-1-methyl-2-oxopyrrolidin-3-yl)isoxazol-3-yl)phenyl)picolinamide NC=1C(=NC(=CC1C1CC1)C1=CC(=C(C=C1)F)C1=NOC(=C1)[C@]1(C(N(CC1)C)=O)O)C(=O)N